C(C1=CC=CC=C1)OCCCOCCOCCOCCOCCOCCOCCO 2-[2-[2-[2-[2-[2-(3-benzyl-oxypropoxy)ethoxy]ethoxy]ethoxy]ethoxy]ethoxy]ethanol